COC=1C=C(C=CC1B1OC(C(O1)(C)C)(C)C)NC(C(=C)C)=O N-[3-methoxy-4-(4,4,5,5-tetramethyl-1,3,2-dioxaborolan-2-yl)phenyl]-2-methylprop-2-enamide